6-Chloro-3-(((R)-1-(4-methyl-6-((S)-4-((1-methyl-1H-pyrrolo[2,3-b]pyridin-3-yl)methyl)-2-oxooxazolidin-3-yl)pyridin-2-yl)ethyl)amino)picolinic acid ClC1=CC=C(C(=N1)C(=O)O)N[C@H](C)C1=NC(=CC(=C1)C)N1C(OC[C@@H]1CC1=CN(C2=NC=CC=C21)C)=O